FC=1C=C(C(=O)N2CC(C2)S(=O)(=O)N2C3=C(SCC2)C(=CN=C3)C3=CC=C(C#N)C=C3)C=CC1 4-(4-((1-(3-fluorobenzoyl)azetidin-3-yl)sulfonyl)-3,4-dihydro-2H-pyrido[4,3-b][1,4]thiazin-8-yl)benzonitrile